hexyl-2-phenylacetamide C(CCCCC)C(C(=O)N)C1=CC=CC=C1